5-(cyclobutylamino)-[1,3]thiazolo[5,4-d]pyrimidin C1(CCC1)NC=1N=CC2=C(N1)SC=N2